ClC1=CC=C(C(=N1)C(=O)O)N[C@H](C)C=1C=C(C=C2C(C(=C(OC12)C=1C=NN(C1)C1COC1)C)=O)C 6-Chloro-3-[[(1R)-1-[3,6-dimethyl-2-[1-(oxetan-3-yl)pyrazol-4-yl]-4-oxo-chromen-8-yl]ethyl]-amino]pyridine-2-carboxylic acid